ClC1=CC(=C(C(=O)NCCOC)C=C1)NC(C1=C(C=CC=C1)F)=O 4-Chloro-N-(2-methoxyethyl)-2-(2-fluorobenzamido)benzamide